(R)-4-Fluoro-N,3-dimethyl-N-(4-methyl-1-(pyrrolidin-1-yl)pentan-3-yl)benzamide FC1=C(C=C(C(=O)N([C@H](CCN2CCCC2)C(C)C)C)C=C1)C